methyl 9-chloro-2-methyl-2,3-dihydro-1H-pyrrolo[3,4-b]quinoline-6-carboxylate ClC1=C2C(=NC=3C=C(C=CC13)C(=O)OC)CN(C2)C